2-(1-(4-((5-(4-(((tert-butoxycarbonyl)amino)methyl)-4-methylpiperidin-1-yl)pyrazin-2-yl)thio)-3-chloropyridin-2-yl)azetidin-3-yl)acetic acid C(C)(C)(C)OC(=O)NCC1(CCN(CC1)C=1N=CC(=NC1)SC1=C(C(=NC=C1)N1CC(C1)CC(=O)O)Cl)C